CC=1N=C(C2=C(N1)OC=C2C(=O)NCC2=NN=C1N2C=C(C=C1)C(F)(F)F)NC1(CC1)C methyl-4-[(1-methylcyclopropyl)amino]-N-{[6-(trifluoromethyl)-[1,2,4]triazolo[4,3-a]pyridin-3-yl]methyl}furo[2,3-d]pyrimidine-5-carboxamide